N-(3-(N-(3-(2,6-dioxopiperidin-3-yl)phenyl)sulfamoyl)phenyl)-4-propylbenzamide O=C1NC(CCC1C=1C=C(C=CC1)NS(=O)(=O)C=1C=C(C=CC1)NC(C1=CC=C(C=C1)CCC)=O)=O